C(#N)C1CCC(CC1)C=1N=C2C(=NC1)N=C(S2)NC(OC(C)(C)C)=O tert-butyl (6-((1s,4s)-4-cyanocyclohexyl)thiazolo[4,5-b]pyrazin-2-yl)carbamate